3-METHYLASPARTIC ACID CC([C@H](N)C(=O)O)C(=O)O